C(C)(=O)ON=C(C)C1=CC=C(C=C1)N1C2=CC=CC=C2C=2C=C(C=CC12)[N+](=O)[O-] 1-(4-(3-nitro-9H-carbazol-9-yl)phenyl)ethan-1-one O-acetyl oxime